(S)-2-amino-5-(3-chlorophenyl)-4-oxo-4,5-dihydrofuran-3-yl-5-d phenylmethanesulfonate C1(=CC=CC=C1)CS(=O)(=O)OC1=C(O[C@@](C1=O)([2H])C1=CC(=CC=C1)Cl)N